ClC=1C=C(C(=NC1OC)OC)C1=C(C=NC(=C1)C)C(=O)NC=1SC2=C(N1)CN(C2)C(C2=C(N=C(C=C2)C(F)(F)F)OC)=O 5-Chloro-2,6-dimethoxy-N-(5-(2-methoxy-6-(trifluoromethyl)nicotinoyl)-5,6-dihydro-4H-pyrrolo[3,4-d]thiazol-2-yl)-6'-methyl-[3,4'-bipyridine]-3'-carboxamide